F[C@@H]1CN(CC[C@H]1NC1=NN2C(C(=N1)OC)=C(C=C2)C=2C=CC1=C(N(N=N1)CC(F)(F)F)C2)C2COC2 N-((3R,4R)-3-fluoro-1-(oxetan-3-yl)piperidin-4-yl)-4-methoxy-5-(1-(2,2,2-trifluoroethyl)-1H-benzo[d][1,2,3]triazol-6-yl)pyrrolo[2,1-f][1,2,4]triazin-2-amine